2,5-diacetoxyethyl-thiophene C(C)(=O)OCCC=1SC(=CC1)OC(C)=O